tert-butyl (1S,3R)-1-(5-bromothiophen-2-yl)-2-(3-((tert-butyldiphenylsilyl) oxy)-2,2-difluoropropyl)-3-methyl-1,2,3,4-tetrahydro-9H-pyrido[3,4-b]indole-9-carboxylate BrC1=CC=C(S1)[C@H]1N([C@@H](CC2=C1N(C1=CC=CC=C21)C(=O)OC(C)(C)C)C)CC(CO[Si](C2=CC=CC=C2)(C2=CC=CC=C2)C(C)(C)C)(F)F